C(C1=CC=CC=C1)C=1/C(/C2=CC=C(C=C2C1CC(=O)O)F)=C/C1=CC=C(C=C1)COC1=CC=CC=C1 (Z)-2-(2-Benzyl-5-fluoro-1-(4-(phenoxymethyl)benzylidene)-1H-inden-3-yl)-acetic acid